1-(4-(4-isopropyl-5-(8-methyl-[1,2,4]triazolo[1,5-a]pyridin-6-yl)-1H-pyrazol-3-yl)phenyl)-N-methylethan-1-amine C(C)(C)C=1C(=NNC1C=1C=C(C=2N(C1)N=CN2)C)C2=CC=C(C=C2)C(C)NC